CC1=NC=NC(=C1C1=CC(=C(C(=O)N([C@H]2CNCCC2)C2=NC=CC3=CC=CC(=C23)C)C=C1)F)C 4-(4,6-dimethylpyrimidin-5-yl)-2-fluoro-N-(8-methyl-1-isoquinolyl)-N-[(3R)-3-piperidyl]benzamide